O1COC2=C1C=CC=C2CN2[C@H](C[C@@H](C2)F)C(=O)NC2=CC=C(C=C2)C=2N(N=CC2)C (2R,4S)-1-(1,3-benzodioxol-4-ylmethyl)-4-fluoro-N-[4-(2-methylpyrazol-3-yl)phenyl]pyrrolidine-2-carboxamide